FC=1C=CC2=C(CCO2)C1CNC1=C(N=C2N1C=NC=C2C2=CC(=NN2C)C(=O)N2CCN(CC2)C)C#N ((5-fluoro-2,3-dihydrobenzofuran-4-yl)methylamino)-8-(1-methyl-3-(4-methylpiperazine-1-carbonyl)-1H-pyrazol-5-yl)imidazo[1,2-c]pyrimidine-2-carbonitrile